FC(S(=O)(=O)OC=1C=CC2=C(OCCCC2=O)C1)(F)F 5-oxo-2,3,4,5-tetrahydrobenzo[b]oxepine-8-yl trifluoromethanesulfonate